COC(=O)C1=C(N(C(C(=C1)N(C)C12CC(C1)(C2)F)=C=O)C)NC(C)(C)C 2-(tert-butylamino)-5-((3-fluorobicyclo[1.1.1]pentan-1-yl)(methyl)amino)-1-methyl-6-carbonyl-1,6-dihydropyridine-3-carboxylic acid methyl ester